CO[C@@H](C)C=1C=2N(N=CC1NC(=O)NC=1C=NC(=C(C1)C(F)(F)F)N1N=CC=N1)C=C(N2)C (S)-N-(8-(1-methoxyethyl)-2-methylimidazo[1,2-b]pyridazin-7-yl)-N'-(6-(2H-1,2,3-triazole-2-yl)-5-(trifluoromethyl)pyridin-3-yl)urea